(tert-butyloxycarbonyl)-N6-(4-(6-(pyrimidin-2-yl)-1,2,4,5-tetrazin-3-yl)benzoyl)lysine C(C)(C)(C)OC(=O)N[C@@H](CCCCNC(C1=CC=C(C=C1)C=1N=NC(=NN1)C1=NC=CC=N1)=O)C(=O)O